tert-butyl (1R,2S,5S)-2-((6-bromo-3-cyclopropylpyridin-2-yl)carbamoyl)-3-azabicyclo[3.1.0]hexane-3-carboxylate BrC1=CC=C(C(=N1)NC(=O)[C@@H]1[C@@H]2C[C@@H]2CN1C(=O)OC(C)(C)C)C1CC1